ClC=1C=C(C=CC1)[C@@H](C1=CSC(=C1)[C@@H](O)C=1C(=NC=NC1)Cl)NC(OC(C)(C)C)=O tert-Butyl [(S)-(3-chlorophenyl){5-[(S)-(4-chloropyrimidin-5-yl)(hydroxy)methyl]-3-thienyl}methyl]carbamate